β-(Dimethylamino)ethylacrylat CN(CCOC(C=C)=O)C